OC1(CC1)C1=NN(C=N1)C1CC2(CN(C2)C(=O)N2CC3(C2)CCC(CC3)CC3=NN=C(N3)C(F)(F)F)C1 [6-[3-(1-hydroxycyclopropyl)-1,2,4-triazol-1-yl]-2-azaspiro[3.3]heptan-2-yl]-[7-[[5-(trifluoromethyl)-4H-1,2,4-triazol-3-yl]methyl]-2-azaspiro[3.5]nonan-2-yl]methanone